O=C1NC(CCC1N1C(C2=CC=C(C=C2C1=O)C1(CCN(CC1)CC=1N=C(SC1)C1=NC=CC=C1)O)=O)=O 2-(2,6-dioxopiperidin-3-yl)-5-(4-hydroxy-1-((2-(pyridin-2-yl)thiazol-4-yl)methyl)piperidin-4-yl)isoindoline-1,3-dione